tellurium pyrane O1CC=CC=C1.[Te]